C12(CC3CC(CC(C1)C3)C2)COCCNC(=O)C2=NN(C(=C2C)C2=CC=C(C=C2)Cl)C2=C(C=C(C=C2)Cl)Cl N-(2-(((3r,5r,7r)-adamantan-1-yl)methoxy)ethyl)-5-(4-chlorophenyl)-1-(2,4-dichlorophenyl)-4-methyl-1H-pyrazole-3-carboxamide